benzyl 4-[[1-(1-tert-butoxycarbonylpiperidine-4-carbonyl)-4-piperidyl]methyl]piperazine-1-carboxylate C(C)(C)(C)OC(=O)N1CCC(CC1)C(=O)N1CCC(CC1)CN1CCN(CC1)C(=O)OCC1=CC=CC=C1